NC1=CC=C(C=C1)[SiH2]C1=CC=C(C=C1)N Bis(4-aminophenyl)silane